N-(O-maleimidopropyloxy)succinimide C1(C=CC(N1CCCON1C(CCC1=O)=O)=O)=O